C(C#C)OC(=O)C1=NC(=C(C(=C1Cl)N)F)C1=CC=C2C=CNC2=C1F prop-2-yn-1-yl-4-amino-3-chloro-5-fluoro-6-(7-fluoro-1H-indol-6-yl)pyridine-2-carboxylate